2-(hydroxyimino)-3-(4-(trifluoromethyl)phenyl)propanamide ON=C(C(=O)N)CC1=CC=C(C=C1)C(F)(F)F